(9Z)-8-sulfo-octadec-9-enoic acid S(=O)(=O)(O)C(CCCCCCC(=O)O)\C=C/CCCCCCCC